OC1=C(C=C(C=C1C)CCCCCC)N1N=C2C(=N1)C=CC=C2 2-(2'-hydroxy-3'-methyl-5'-hexylphenyl)benzotriazole